NC[C@@]12[C@@H]([C@@H]([C@H](C(OC1)O2)N2C(C1=CC=CC=C1C2)=O)O)O 2-((1S,2R,3R,4R)-1-(Aminomethyl)-2,3-dihydroxy-6,8-dioxabicyclo[3.2.1]octan-4-yl)isoindolin-1-one